(1RS,3SR)-5'-Bromo-4'-chloro-3-ethyl-1'-(4-methoxybenzyl)-1',2'-dihydrospiro[cyclopentane-1,3'-pyrrolo[2,3-b]pyridine]-3-carbonitrile BrC=1C(=C2C(=NC1)N(C[C@]21C[C@](CC1)(C#N)CC)CC1=CC=C(C=C1)OC)Cl |r|